7-chloro-6-methyl-1H-imidazo[4,5-b]pyridine-2-carboxylic acid ClC1=C2C(=NC=C1C)N=C(N2)C(=O)O